NC1=NC=2C=CC=CC2C2=C1N=C(N2CC(C)(O)C)CCCCC 1-(4-amino-2-pentyl-1H-imidazo[4,5-c]quinolin-1-yl)-2-methylpropan-2-ol